5-(((1R,5R)-3-oxabicyclo[3.1.0]hexan-1-yl)methoxy)-N-(5-fluoroquinolin-6-yl)-7-(1-methyl-1H-pyrazol-4-yl)quinazolin-4-amine [C@@]12(COC[C@@H]2C1)COC1=C2C(=NC=NC2=CC(=C1)C=1C=NN(C1)C)NC=1C(=C2C=CC=NC2=CC1)F